3,4-diiodobenzylamine IC=1C=C(CN)C=CC1I